NC1=NC=2C=CC(=CC2C2=C1COC2)C(=O)N([C@@H](CF)C)CC2=NC=C(C=C2)C#N 4-amino-N-((5-cyano-2-pyridinyl)methyl)-N-((2R)-1-fluoro-2-propanyl)-1,3-dihydrofuro[3,4-c]quinoline-8-carboxamide